C(C)(C)(C)OC(=O)N(C=1NC(=CN1)C(=O)OCC)CC1OCC1 Ethyl 2-((tert-Butoxycarbonyl) (oxetan-2-ylmethyl) amino)-1H-imidazole-5-carboxylate